2-1-Butylaminoacetylchloride C(CCC)NCC(=O)Cl